7-Bromo-N-(2,4-dimethylphenyl)-5-oxo-1-thioxo-4,5-dihydro-1H-thiazolo[3,4-a]quinazoline BrC=1C=C2C(N(C=3N(C2=CC1)C(SC3)=S)C3=C(C=C(C=C3)C)C)=O